dibenzo[b,d]silol C1=CC=CC=2[SiH2]C3=C(C21)C=CC=C3